O=S1(CCC(CC1)C=1C(=NC=CC1)C(=O)O)=O (1,1-dioxotetrahydro-2H-thiopyran-4-yl)picolinic acid